C(C)OCCN1C2=C(OCC1)C(=CC(=C2)C(=O)OCCOCC)C=2SC(=CN2)C 2-ethoxyethyl 4-(2-ethoxyethyl)-8-(5-methylthiazol-2-yl)-3,4-dihydro-2H-benzo[b][1,4]oxazine-6-carboxylate